C(=O)C=1N(C(=C(N1)C)C(=O)NC1CN(C1)C(=O)OC(C)(C)C)C(C)C tert-Butyl 3-(2-formyl-1-isopropyl-4-methyl-1H-imidazole-5-carboxamido)azetidine-1-carboxylate